CC(C[C@H](NC(=O)[C@H]1[C@@H]2CC[C@H](C1)O2)B(O)O)C [(1R)-3-methyl-1-{[(1S,2R,4R)-7-oxabicyclo[2.2.1]heptan-2-yl]formamido}butyl]boronic acid